ClC=1C(=C(C(=O)OCCN(CCCC)CCCC)C(=CC1)Cl)OC 2-(dibutylamino)ethyl 3,6-dichloro-2-methoxybenzoate